N-[2-(5-chloro-1,3-benzoxazol-2-yl)-2-azaspiro[3.3]heptan-6-yl]-2-methyl-pyridine-4-carboxamide ClC=1C=CC2=C(N=C(O2)N2CC3(C2)CC(C3)NC(=O)C3=CC(=NC=C3)C)C1